1,3,5-tris(2-mercaptopropoxyethyl)-1,3,5-triazine-2,4,6(1H,3H,5H)-trione SC(COCCN1C(N(C(N(C1=O)CCOCC(C)S)=O)CCOCC(C)S)=O)C